(6R)-16-Amino-12-oxido-6,14-bis(trifluoromethyl)-18-oxa-12-thionia-3,4,17-triazatricyclo[11.3.1.12,5]octadeca-1(17),2,4,13,15-pentaen-6-ol NC1=CC(=C2[S+](CCCCC[C@](C3=NN=C(C1=N2)O3)(O)C(F)(F)F)[O-])C(F)(F)F